FC1=NC=CC=C1C1=CC=C(CNC(CC)=O)C=C1 N-(4-(2-fluoropyridin-3-yl)benzyl)propanamide